ethyl 4-aminobutyrate hydrochloride salt Cl.NCCCC(=O)OCC